(S)-2-(8-ethyl-7-fluoro-3-(methoxymethoxy)naphthalen-1-yl)-1-fluoro-12-(methylsulfonyl)-5a,6,7,8,9,10-hexahydro-5H-4-oxa-3,10a,11,13-tetraazanaphtho[1,8-ab]heptalene C(C)C=1C(=CC=C2C=C(C=C(C12)C=1C(=C2N=C(N=C3C2=C(OC[C@@H]2CCCCCN32)N1)S(=O)(=O)C)F)OCOC)F